FC=1C=C(C=NC1)C1=CC(=NC(=C1F)C)/C(/N)=N/O (Z)-5,5'-Difluoro-N'-hydroxy-6'-methyl-[3,4'-bipyridine]-2'-carboximidamide